FC1=C(C(=CC=C1)F)[C@@H]1CC(=NO1)C=1N=C(SC1)C1CCN(CC1)C(CN1N=C(C=C1C)C(F)(F)F)=O 4-{4-[(5S)-5-(2,6-difluorophenyl)-4,5-dihydro-1,2-oxazol-3-yl]-1,3-thiazol-2-yl}piperidin-1-yl-2-[5-methyl-3-(trifluoromethyl)-1H-pyrazol-1-yl]ethanone